tert-butyl 3-(3-(2-(2,6-dioxopiperidin-3-yl)-1-oxoisoindolin-5-yl)prop-2-yn-1-yl)azetidine-1-carboxylate O=C1NC(CCC1N1C(C2=CC=C(C=C2C1)C#CCC1CN(C1)C(=O)OC(C)(C)C)=O)=O